NC1(CC(=CC(=C1)N)N)C1=CC=CC=C1 1,3,5-Triaminophenylbenzene